6-chloro-2'-cyano-4-hydroxy-[1,1'-biphenyl]-3-carboxylic acid ethyl ester C(C)OC(=O)C=1C=C(C(=CC1O)Cl)C1=C(C=CC=C1)C#N